2-hexyldecyl 3-ethyl-12-hexyl-6-isopropyl-10-oxo-9,11-dioxa-3,6-diazaeicosane-20-carboxylate C(C)N(CC)CCN(CCOC(OC(CCCCCCCCC(=O)OCC(CCCCCCCC)CCCCCC)CCCCCC)=O)C(C)C